bis(2,4,6-trimethylbenzoyl)-2,5-dimethylphenylphosphine oxide CC1=C(C(=O)P(C2=C(C=CC(=C2)C)C)(C(C2=C(C=C(C=C2C)C)C)=O)=O)C(=CC(=C1)C)C